NC=1C=C(OCCCCCCCCCCOC2=CC(=CC=C2)N)C=CC1 1,10-bis(m-aminophenoxy)decane